((4-chlorophenyl)sulfonyl)-3-(4-fluorophenyl)-N-((S)-3-methyl-2-(sulfamoylamino)butyl)-4-phenyl-4,5-dihydro-1H-pyrazole-1-carboxamide ClC1=CC=C(C=C1)S(=O)(=O)C1(C(=NN(C1)C(=O)NC[C@H](C(C)C)NS(N)(=O)=O)C1=CC=C(C=C1)F)C1=CC=CC=C1